N-(4-{[6-(5-Chloro-2-Fluorophenyl)-3-Methylpyridazin-4-yl]Amino}Pyridin-2-yl)-4-Methylpiperazin-1-Carboxamid ClC=1C=CC(=C(C1)C1=CC(=C(N=N1)C)NC1=CC(=NC=C1)NC(=O)N1CCN(CC1)C)F